[Ti].C(C(C)C)OC(CC(=O)C(OC(C(CC(=O)OCC(C)C)=O)CC)CC)=O diisobutyloxy-bis(ethylacetoacetate) titanium